FC1=C(C=CC(=C1)C)/C=C/C1CN(C1)C(=O)OC(C)(C)C tert-Butyl 3-[(E)-2-(2-fluoro-4-methyl-phenyl)vinyl]azetidine-1-carboxylate